2-{3-[(3S)-3-(propan-2-yl)piperazin-1-yl]-1,2,4-triazin-6-yl}-5-(1,2,4-thiadiazol-3-yl)phenol trifluoroacetate FC(C(=O)O)(F)F.CC(C)[C@H]1CN(CCN1)C=1N=NC(=CN1)C1=C(C=C(C=C1)C1=NSC=N1)O